1-((6-(2,2'-Dichloro-3'-(1,5-dimethyl-4,5,6,7-tetrahydro-1H-imidazo[4,5-c]pyridine-2-carboxamido)-[1,1'-biphenyl]-3-yl)-2-methoxypyridin-3-yl)methyl)azetidine-3-carboxylic acid ClC1=C(C=CC=C1C1=CC=C(C(=N1)OC)CN1CC(C1)C(=O)O)C1=C(C(=CC=C1)NC(=O)C=1N(C2=C(CN(CC2)C)N1)C)Cl